C(OC1=CC=C(C=C1)C1CCCCC1)([O-])=O 4-cyclohexylphenyl carbonate